di-epoxy-butane C12C(CC)(O1)O2